(6R,13S)-6,27-diamino-13-(4-((6-amino-2-(butylamino)-8-hydroxy-9H-purin-9-yl) methyl)benzamido)-7,14-dioxo-4-thia-8,15,19,24-tetraazaheptacosane-1,2-diyl dipalmitate C(CCCCCCCCCCCCCCC)(=O)OCC(CSC[C@@H](C(NCCCC[C@@H](C(NCCCNCCCCNCCCN)=O)NC(C1=CC=C(C=C1)CN1C2=NC(=NC(=C2N=C1O)N)NCCCC)=O)=O)N)OC(CCCCCCCCCCCCCCC)=O